2-(4-{[6-fluoro-7-(8-methyl-2,3-dihydro-1H-pyrido[2,3-b][1,4]oxazin-7-yl)quinazolin-2-yl]amino}phenyl)-N,N-dimethylacetamide FC=1C=C2C=NC(=NC2=CC1C1=C(C2=C(OCCN2)N=C1)C)NC1=CC=C(C=C1)CC(=O)N(C)C